NC(CCNC(C1=C(C=CC=C1)SC1=C(N=CN1C)[N+](=O)[O-])=O)=O N-(3-AMINO-3-OXOPROPYL)-2-[(1-METHYL-4-NITRO-1H-IMIDAZOL-5-YL)THIO]BENZAMID